N-[2-(dimethylamino)ethyl]-3-(2-ethoxypyridin-3-yl)-6-[(2R)-2-ethylpiperazin-1-yl]-2-fluorobenzamide tri-hydrochloride Cl.Cl.Cl.CN(CCNC(C1=C(C(=CC=C1N1[C@@H](CNCC1)CC)C=1C(=NC=CC1)OCC)F)=O)C